3-(((1,2,4-oxadiazol-3-yl)methyl)amino)-4-(methyl((5-(5-(trifluoromethyl)-1,2,4-oxadiazol-3-yl)pyridin-2-yl)methyl)amino)cyclobut-3-ene-1,2-dione O1N=C(N=C1)CNC=1C(C(C1N(CC1=NC=C(C=C1)C1=NOC(=N1)C(F)(F)F)C)=O)=O